butyl 3-((1-hydroxyhexan-3-yl)thio)propanoate OCCC(CCC)SCCC(=O)OCCCC